ClC=1C=NC(=C(C(=O)NC=2C=C(C=CC2)S(=O)(C)=NC(OC(C)(C)C)=O)C1C)OC1=C(C=C(C=C1)F)C tert-butyl ((3-(5-chloro-2-(4-fluoro-2-methylphenoxy)-4-methylnicotinamido)phenyl)(methyl)(oxo)-λ6-sulfaneylidene)carbamate